O1COC2=C1C=CC(=C2)N(C(=O)NC2=CC(=C(C=C2)F)Cl)CC2=NN=C1COCCN12 (benzo[d][1,3]dioxol-5-yl)-3-(3-chloro-4-fluorophenyl)-1-((6,8-dihydro-5H-[1,2,4]triazolo[3,4-c][1,4]oxazin-3-yl)methyl)urea